bromo-tris(dimethylamino)-phosphonium hexafluorophosphate F[P-](F)(F)(F)(F)F.Br[P+](N(C)C)(N(C)C)N(C)C